isopropyl (R)-2-((5-acrylamido-4-(3-(dimethyl-amino)piperidin-1-yl)-2-methoxy-phenyl)amino)-4-(3,3,5-trimethyl-2,3-dihydro-1H-pyrrolo[3,2-b]pyridin-1-yl)pyrimidine-5-carboxylate C(C=C)(=O)NC=1C(=CC(=C(C1)NC1=NC=C(C(=N1)N1CC(C2=NC(=CC=C21)C)(C)C)C(=O)OC(C)C)OC)N2C[C@@H](CCC2)N(C)C